ClC=1C=C(C=C(C1)S(=O)(=O)C)NC(=O)C=1SC(=C(C1)C1=NC=C(C=C1)N1CC2(CC2(F)F)CC1)C N-(3-chloro-5-(methylsulfonyl)phenyl)-4-(5-(1,1-difluoro-5-azaspiro[2.4]hept-5-yl)pyridin-2-yl)-5-methylthiophene-2-carboxamide